C1(=CC=CC2=CC=CC=C12)CC12C(N(C3=CC=CC=C13)CC1=CC=CC3=CC=CC=C13)N(CC2)C(=O)C=2C=C(C=CC2)C (3a,8-bis(naphthalen-1-ylmethyl)-3,3a,8,8a-tetrahydropyrrolo[2,3-b]indol-1(2H)-yl)(m-tolyl)methanone